(2S,3R,4S,E)-1,2-Dihydroxyoctadec-5-en OC[C@H](CC\C=C\CCCCCCCCCCCC)O